(S)-2-amino-4-oxo-5-(2-(trifluoromethyl)phenyl)-4,5-dihydrofuran-3-yl-5-d phenylmethanesulfonate C1(=CC=CC=C1)CS(=O)(=O)OC1=C(O[C@@](C1=O)([2H])C1=C(C=CC=C1)C(F)(F)F)N